4'-Bromo-1'-(4-iodo-1-methyl-1H-pyrazol-5-yl)spiro[cyclopentane-1,3'-indolin]-2'-one BrC1=C2C3(C(N(C2=CC=C1)C1=C(C=NN1C)I)=O)CCCC3